Cl[SiH]1C[Si](C1)(CC)CC 1-chloro-3,3-diethyl-1,3-disilacyclobutane